(S)-(2,5-difluoro-4-((5-(methoxycarbonyl)-1-(oxetan-2-ylmethyl)-1H-thieno[2,3-d]imidazol-2-yl)methyl)phenyl)boronic acid FC1=C(C=C(C(=C1)CC=1N(C2=C(N1)SC(=C2)C(=O)OC)C[C@H]2OCC2)F)B(O)O